1-ethyl-2,3-dihydro-1H-pyrido[2,3-b][1,4]oxazine-7-sulfonyl chloride C(C)N1C2=C(OCC1)N=CC(=C2)S(=O)(=O)Cl